9-(4-carboxyphenyl)-9H-carbazole-3,6-dicarboxylic acid C(=O)(O)C1=CC=C(C=C1)N1C2=CC=C(C=C2C=2C=C(C=CC12)C(=O)O)C(=O)O